Cl.N1C=NC(=C2C1=NC=C2)N pyrrolo[2,3-d]pyrimidin-4-amine hydrochloride